6-(Hydroxymethyl)-2,3-dihydrobenzofuran-4-ol OCC=1C=C2C(CCO2)=C(C1)O